1-cyano-3-methyl-N-(5-phenylthiazol-2-yl)pyrrolidine-3-carboxamide C(#N)N1CC(CC1)(C(=O)NC=1SC(=CN1)C1=CC=CC=C1)C